ClC1=NC(=CC=C1OC1=CC=C(C=N1)CNC=1N=C2N([C@H](C(N3C2=C(N1)CCC3)=O)CO)C)C(F)(F)F (S)-2-(((6-((2-chloro-6-(trifluoromethyl)pyridin-3-yl)oxy)pyridin-3-yl)methyl)amino)-5-(hydroxymethyl)-4-methyl-4,5,9,10-tetrahydro-6H,8H-pyrido[3,2,1-de]pteridin-6-one